FC1=C(OCCCCCN2CCN(CC2)C=2C=C3CN(C(C3=CC2)=O)C2C(NC(CC2)=O)=O)C=CC(=C1)C1C(COC2=CC(=CC=C12)O)C1=CC(=C(C=C1)F)C 3-(5-(4-(5-(2-fluoro-4-(3-(4-fluoro-3-methylphenyl)-7-hydroxychroman-4-yl)phenoxy)pentyl)piperazin-1-yl)-1-oxoisoindolin-2-yl)piperidine-2,6-dione